1-methyl-4-methylene-7-(trifluoromethyl)isochromane CC1OCC(C2=CC=C(C=C12)C(F)(F)F)=C